1-(5-fluoro-2-hydroxy-3-(2-methylallyl)phenyl)ethan-1-one FC=1C=C(C(=C(C1)C(C)=O)O)CC(=C)C